ClC=1C=C2C(=NC1OC)C(=C(N2C)C2=NC(=NN2)C(=O)N(C)C)N2C=NC=C2 5-(6-chloro-3-(1H-imidazol-1-yl)-5-methoxy-1-methyl-1H-pyrrolo[3,2-b]pyridin-2-yl)-N,N-dimethyl-1H-1,2,4-triazole-3-carboxamide